N-((1s,4s)-4-(2-((4-((2-(dimethylamino)ethyl)(methyl)amino)phenyl)amino)-5-ethynyl-7-oxopyrido[2,3-d]pyrimidin-8(7H)-yl)cyclohexyl)acetamide CN(CCN(C1=CC=C(C=C1)NC=1N=CC2=C(N1)N(C(C=C2C#C)=O)C2CCC(CC2)NC(C)=O)C)C